[Si](C1=CC=CC=C1)(C1=CC=CC=C1)(C(C)(C)C)OC[C@H]1[C@](C1)(F)CO ((1s,2s)-2-(((tert-butyldiphenylsilyl)oxy)methyl)-1-fluorocyclopropyl)methanol